4-bromo-N-((1s,3s)-3-hydroxy-3-(trifluoromethyl)cyclobutyl)-3-methylbenzenesulfonamide BrC1=C(C=C(C=C1)S(=O)(=O)NC1CC(C1)(C(F)(F)F)O)C